C(C=CCCC=CC=CCCC=CCCC)(=O)O 2,6,8,12-hexadecatetraenoic acid